(R)-N1-(6-amino-5-ethylpyridin-3-yl)-N2-(1-cyclopropyl-2-methoxyethyl)-N2-((5-(trifluoromethyl)pyridin-2-yl)methyl)oxalamide NC1=C(C=C(C=N1)NC(C(=O)N(CC1=NC=C(C=C1)C(F)(F)F)[C@@H](COC)C1CC1)=O)CC